tert-butyl (R)-((3-(6-cyano-2-(4,4-difluoroazepan-1-yl)-4-methylnicotinamido)phenyl)(methyl)(oxo)-λ6-sulfaneylidene)carbamate C(#N)C1=NC(=C(C(=O)NC=2C=C(C=CC2)[S@](=O)(C)=NC(OC(C)(C)C)=O)C(=C1)C)N1CCC(CCC1)(F)F